4-(tert-butoxycarbonylamino)butyl bromide C(C)(C)(C)OC(=O)NCCCCBr